BrC1=C(C(=C(C(=C1)F)F)OC)F bromo-2,4,5-trifluoro-3-methoxybenzene